di-t-butyl ((3-(4-(5-((1-(4-(3-(5-(t-butyl) isoxazol-3-yl) ureido) phenyl)-1H-benzo[d]imidazol-5-yl) oxy) pentanoylamino)-1-oxoisoindol-2-yl)-2,6-dioxopiperidin-1-yl) methyl) phosphate P(=O)(OC(C)(C)C)(OC(C)(C)C)OCN1C(C(CCC1=O)N1C(C2=CC=CC(=C2C1)NC(CCCCOC1=CC2=C(N(C=N2)C2=CC=C(C=C2)NC(=O)NC2=NOC(=C2)C(C)(C)C)C=C1)=O)=O)=O